CC1=C(C=C(C=C1)NC(=O)N1C[C@@H](OCC1)C(F)(F)F)C1=CC2=C(N=C(N=C2)NC)N=C1C (2R)-N-[4-methyl-3-[7-methyl-2-(methylamino)pyrido[2,3-d]pyrimidin-6-yl]phenyl]-2-(trifluoromethyl)morpholine-4-carboxamide